S([O-])(O)(=O)=O.[Na+] Natrium Bisulfat